6-bromo-8-methoxy-2-(2,2,2-trifluoroethyl)-3,4-dihydroisoquinolin-1-one BrC=1C=C2CCN(C(C2=C(C1)OC)=O)CC(F)(F)F